2-Fluoro-5-(6-(4-(methylsulfonyl)piperazin-1-yl)oxazolo[4,5-c]pyridin-2-yl)-3-(trifluoromethyl)phenol FC1=C(C=C(C=C1C(F)(F)F)C=1OC2=C(C=NC(=C2)N2CCN(CC2)S(=O)(=O)C)N1)O